N1CCC2(CC1)CC1=C(N=CS1)C2N 4,6-dihydrospiro[cyclopenta[d]thiazole-5,4'-piperidine]-4-amine